C(C)OC(CC(C)C)=O Ethyl-Isovalerate